The molecule is a zinc atom in which the nucleus contains 35 neutrons. It has a half-life of 244 days, decaying by emission of a positron (beta(+) decay), and is the most abundant and stable of the 25 known radioisotopes of zinc. [65Zn]